(R)-6-(2-(((allyloxy)carbonyl)amino)-3-phenylpropoxy)-3-fluoroquinoline-5-carboxylic acid C(C=C)OC(=O)N[C@@H](COC1=C(C=2C=C(C=NC2C=C1)F)C(=O)O)CC1=CC=CC=C1